C(C)NC=1SC(=C(N1)C(C(C)C)=O)C(=O)OCC ethyl 2-(ethylamino)-4-isobutyrylthiazole-5-carboxylate